Cl.O=C1NC(CCC1NC1=CC=C(C=C1)C1CCN(CC1)CCCCCCCC(=O)O)=O 8-[4-[4-[(2,6-dioxo-3-piperidyl)amino]phenyl]-1-piperidyl]octanoic acid hydrochloride